trans-[[(5s,7s)-7-fluoro-5-phenyl-6,7-dihydro-5H-pyrrolo[1,2-b][1,2,4]triazol-2-yl]thio]cyclopropanecarboxamide F[C@H]1C[C@H](N2N=C(N=C21)SC2(CC2)C(=O)N)C2=CC=CC=C2